1-methyl-1H-1,2,3-triazole-4-boronic acid CN1N=NC(=C1)B(O)O